tridecyl-octyl-trimethoxysilane C(CCCCCCCCCCCC)CO[Si](OC)(OC)CCCCCCCC